4-((2,4-diamino-pyrimidin-5-yl)oxy)-5-isopropyl-picolinamide NC1=NC=C(C(=N1)N)OC1=CC(=NC=C1C(C)C)C(=O)N